CC1=CC=CC(=N1)C1=C(C(=C(C=C1)C1=CC=CC=C1)C1=CC=CC=C1)C#N 4'-(6-methylpyridin-2-yl)-[1,1':2',1''-terphenyl]-3'-carbonitrile